2-benzyl-2-azaspiro[3.3]heptan-6-yl (2R,6R)-4-(6-fluoro-1,3-benzothiazol-2-yl)-2,6-dimethylpiperazine-1-carboxylate FC1=CC2=C(N=C(S2)N2C[C@H](N([C@@H](C2)C)C(=O)OC2CC3(CN(C3)CC3=CC=CC=C3)C2)C)C=C1